COCC1(C2=C(C=CC=C2C=2C=CC=C(C12)F)F)COC 9,9-bis(methoxymethyl)-1,8-difluorofluorene